N-(4-chloro-2-fluorophenyl)-6-methoxy-1H-indole-3-sulfonamide ClC1=CC(=C(C=C1)NS(=O)(=O)C1=CNC2=CC(=CC=C12)OC)F